BrC=1C=C(N)C=CC1OC1=C(C=C(C=C1)Cl)F 3-bromo-4-(4-chloro-2-fluorophenoxy)aniline